BrC=1C(=CC(=NC1C1=CC(=C(C=C1)C#N)F)N1CCC(CC1)NCC1=CC=C(C=C1)/C=C/C(=O)OC)C#N Methyl (E)-3-(4-(((1-(5-bromo-4-cyano-6-(4-cyano-3-fluorophenyl)pyridin-2-yl)piperidin-4-yl)amino)methyl)phenyl)acrylate